O1CN(CC1)C(=O)O 1,3-oxaazolidine-3-carboxylic acid